O=C1NC(CCC1N1C(C2=CC=CC(=C2C1=O)NC(COCCOCCOCCNC(OC(C)(C)C)=O)=O)=O)=O tert-butyl (2-(2-(2-(2-((2-(2,6-dioxopiperidin-3-yl)-1,3-dioxoisoindolin-4-yl)amino)-2-oxoethoxy)ethoxy)ethoxy)ethyl)carbamate